FC1=CC=2N(C=C1)C(=CN2)C2=C1CNC(C1=C(C=C2)NC2=NC(=C(C=C2)[C@@H]2COCC2)CN(C)CCOC)=O (R)-4-(7-fluoroimidazo[1,2-a]pyridin-3-yl)-7-((6-(((2-methoxyethyl)(methyl)amino)methyl)-5-(tetrahydrofuran-3-yl)pyridin-2-yl)amino)isoindolin-1-one